3-(4-fluorophenyl)-4-[4-(methylsulfonyl)phenyl]-2(3H)-oxazolone FC1=CC=C(C=C1)N1C(OC=C1C1=CC=C(C=C1)S(=O)(=O)C)=O